2-amino-3-methylpropan-1-ol NC(CO)CC